C(=O)O.CC=1C=C(C#N)C=CC1C1=C2C(=C(N=N1)N[C@H]1CN(CCC1)C)C=NC=C2 3-methyl-4-(4-{[(3R)-1-methylpiperidin-3-yl]amino}pyrido[3,4-d]pyridazin-1-yl)benzonitrile formate salt